myristyl nicotinate C(C1=CN=CC=C1)(=O)OCCCCCCCCCCCCCC